3-hydroxybutyrylcoenzyme A OC(CC(=O)SCCNC(CCNC([C@@H](C(COP(OP(OC[C@@H]1[C@H]([C@H]([C@@H](O1)N1C=NC=2C(N)=NC=NC12)O)OP(=O)(O)O)(=O)O)(=O)O)(C)C)O)=O)=O)C